C(CC(=C)C)C=1C=C(C(=O)Cl)C=C(C1)CCC(=C)C 3,5-diisopentenyl-benzoyl chloride